N1(CCCCC1)C=1C=C(C=CC1)C1=CC=C(C=C1)OC=1N=NNC1C(=O)O 4-((3'-(piperidin-1-yl)-[1,1'-biphenyl]-4-yl)oxy)-1H-1,2,3-triazole-5-carboxylic acid